C(CCCCC)(=O)ON(CCN(OC(CCCCC)=O)OC(CCCCC)=O)OC(CCCCC)=O.[Na].[Na] disodium ethylenediamine tetracaproate